N-ethyl-vinyl-amine C(C)NC=C